3-Chloro-4-(difluoromethoxy)aniline ClC=1C=C(N)C=CC1OC(F)F